OCC(CO)(CO)NCC(CS(=O)(=O)O)O 3-[[1,3-dihydroxy-2-(hydroxymethyl)propan-2-yl]amino]-2-hydroxypropan-1-sulfonic acid